6'-(cyclopentylmethoxy)-5-((2,4-dichlorophenyl)thio)-6-oxo-2-(thiophen-3-yl)-1,2,3,6-tetrahydro-[2,2'-bipyridin]-4-yl (2-methoxyethyl) carbonate C(OC=1CC(NC(C1SC1=C(C=C(C=C1)Cl)Cl)=O)(C1=NC(=CC=C1)OCC1CCCC1)C1=CSC=C1)(OCCOC)=O